benzyl-3-[(tert-butoxycarbonyl)[(1r,3r)-3-fluorocyclobutyl]amino]pyrrolidine-1-carboxylate C(C1=CC=CC=C1)OC(=O)N1CC(CC1)N(C1CC(C1)F)C(=O)OC(C)(C)C